N,N-di(2-hydroxypropyl)-p-toluidine OC(CN(C1=CC=C(C=C1)C)CC(C)O)C